2,4,6-tribromo-2-hydroxybenzoic acid BrC1(C(C(=O)O)C(=CC(=C1)Br)Br)O